N1C=NC(C12CCNCC2)=O 1,3,8-triazaspiro[4.5]dec-2-en-4-one